FC1=C(C=CC=C1)[C@]1([C@@H]2CCN(C[C@H]12)C1=CN=C2C(=N1)NN=C2C2=C1C=CN=CC1=C(C=C2)OC)CN ((1S,6R,7R)-7-(2-fluorophenyl)-3-(3-(8-methoxyisoquinolin-5-yl)-1H-pyrazolo[3,4-b]pyrazin-6-yl)-3-azabicyclo[4.1.0]heptan-7-yl)methanamine